Ethyl 2-{[(1,2,3,5,6,7-hexa-hydro-s-indacen-4-yl)-carbamoyl]oxy}-3-(1H-imidazol-1-yl)propanoate C1CCC2=C(C=3CCCC3C=C12)NC(=O)OC(C(=O)OCC)CN1C=NC=C1